BrC=1N=C(SC1)C1CCNCCN1C(=O)OC(C)(C)C tert-butyl 7-(4-bromothiazol-2-yl)-1,4-diazacycloheptane-1-carboxylate